5-(5-(3,4-dichloro-5-(trifluoromethyl)phenyl)-5-(trifluoromethyl)-4,5-dihydro-isoxazol-3-yl)-3-methylthiophene-2-carboxylic acid ClC=1C=C(C=C(C1Cl)C(F)(F)F)C1(CC(=NO1)C1=CC(=C(S1)C(=O)O)C)C(F)(F)F